5-(methylcarbamoyl)-6-oxo-1-(1-(o-tolyl)ethyl)-1,6-dihydropyridine-3-carboxylic acid CNC(=O)C1=CC(=CN(C1=O)C(C)C1=C(C=CC=C1)C)C(=O)O